(R)-N-(pent-3-yn-2-yl)-5-(4-(trifluoromethyl)phenyl)-2-naphthamide C[C@H](C#CC)NC(=O)C1=CC2=CC=CC(=C2C=C1)C1=CC=C(C=C1)C(F)(F)F